tert-butyl 5-(6-cyano-7-(2-fluoro-5-methylphenyl)-1-(2-isopropyl-4-methylpyridin-3-yl)-2-oxo-1,2-dihydropyrido[2,3-d]pyrimidin-4-yl)-2,5-diazabicyclo[2.2.2]octane-2-carboxylate C(#N)C1=CC2=C(N(C(N=C2N2C3CN(C(C2)CC3)C(=O)OC(C)(C)C)=O)C=3C(=NC=CC3C)C(C)C)N=C1C1=C(C=CC(=C1)C)F